NC1=C(C(=NC=N1)OC1=C(C=C(C=C1)NC(=O)C=1C=NN(C1C(F)(F)F)C1=CC=NC=C1)F)Cl N-[4-(6-amino-5-chloro-pyrimidine-4-yl)oxy-3-fluoro-phenyl]-1-(4-pyridyl)-5-(trifluoromethyl)pyrazole-4-carboxamide